(2,2-dimethylpropanoyloxymethoxy)phosphinic acid CC(C(=O)OCOP(O)=O)(C)C